Tert-butyl 2-(((tert-butoxycarbonyl)(cyclobutylmethyl)amino)methyl)-6-((4-(6-methoxy-1-(tetrahydro-2H-pyran-2-yl)-1H-indazol-4-yl)-1H-1,2,3-triazol-1-yl)methyl)-1H-indole-1-carboxylate C(C)(C)(C)OC(=O)N(CC1CCC1)CC=1N(C2=CC(=CC=C2C1)CN1N=NC(=C1)C1=C2C=NN(C2=CC(=C1)OC)C1OCCCC1)C(=O)OC(C)(C)C